(2E)-2-METHYL-3-(1H-PYRROL-2-YL)-2-PROPENAL C/C(/C=O)=C\C=1NC=CC1